3-[3-(hydroxymethyl)-5-methoxy-4-methylphenyl]propanoate OCC=1C=C(C=C(C1C)OC)CCC(=O)[O-]